The molecule is a monomethoxybenzene that is 1,3,5-trichlorobenzene in which one of the hydrogens is replaced by a methoxy group. It is a monomethoxybenzene and a trichlorobenzene. COC1=C(C=C(C=C1Cl)Cl)Cl